C(CCC)S(=O)(=O)[O-].[Na+] Sodium 1-butanesulfonate